C(C)(C)(C)[Si](C)(C)OCCC1OC(OCC1)C1=CC=C(C=C1)OC t-butyl{2-[2-(4-methoxyphenyl)-1,3-dioxan-4-yl]ethoxy}dimethylsilan